3-chloro-5-(5H-imidazo[5,1-a]isoindol-5-yl)-4,5,6,7-tetrahydropyrazolo[1,5-a]pyridin-4-ol ClC=1C=NN2C1C(C(CC2)C2N1C(C3=CC=CC=C23)=CN=C1)O